3-(3-aminophenyl)-1H-pyrazolo[3,4-d]pyrimidin-4-amine NC=1C=C(C=CC1)C1=NNC2=NC=NC(=C21)N